2-fluoro-5-nitrobenzotrifluoride FC1=C(C=C(C=C1)[N+](=O)[O-])C(F)(F)F